2,2,7,7-tetramethyl-octanediamine CC(C(N)N)(CCCCC(C)(C)C)C